N-(1-(hydroxymethyl)cyclopropyl)pyrazolo[1,5-a]pyrimidine-3-carboxamide OCC1(CC1)NC(=O)C=1C=NN2C1N=CC=C2